The molecule is a flavanol that is 3,4-dihydro-2H-chromene which is substituted at positions 3, 4, 5, and 7 by hydroxy groups, and at position 2 by a 3,4,5-trihydroxyphenyl group. It is a hydroxyflavan, a member of catechols, a glycol, a member of resorcinols, a secondary alcohol and a polyphenol. C1=C(C=C(C(=C1O)O)O)C2C(C(C3=C(C=C(C=C3O2)O)O)O)O